(S)-3-(2,3-Difluoro-phenyl)-N-{1-[3-(4-methyl-piperazin-1-yl)-phenyl]-ethyl}-acrylamide FC1=C(C=CC=C1F)C=CC(=O)N[C@@H](C)C1=CC(=CC=C1)N1CCN(CC1)C